(1R,2S)-2-(3-{[5-chloro-6-(2-oxa-6-azaspiro[3.3]heptan-6-yl)pyrimidin-4-yl]amino}-1H-indazol-6-yl)-5'-methoxyspiro[cyclopropane-1,3'-indol]-2'(1'H)-one ClC=1C(=NC=NC1N1CC2(COC2)C1)NC1=NNC2=CC(=CC=C12)[C@@H]1C[C@@]12C(NC1=CC=C(C=C21)OC)=O